Z-dimethylpropionhydrazide CC(C(=O)NN)(C)C